C(C)(C)(C)N1CC2CN(CC(C1)N2C(C)(C)C)CC(Cl)(Cl)Cl 3,9-di-tert-butyl-7-(2,2,2-trichloroethyl)3,7,9-triazabicyclo[3.3.1]nonane